2-(6-(((3S,4R,5R,6R)-4,5-bis(benzyloxy)-6-((benzyloxy)methyl)tetrahydro-2H-pyran-3-yl)amino)pyrazin-2-yl)-2,2-difluoroethan-1-ol C(C1=CC=CC=C1)O[C@@H]1[C@H](CO[C@@H]([C@@H]1OCC1=CC=CC=C1)COCC1=CC=CC=C1)NC1=CN=CC(=N1)C(CO)(F)F